FC=1C=C(C=CC1F)N1N=C(C2=C1CC(C2=O)(F)F)C(F)(F)F 1-(3,4-difluorophenyl)-5,5-difluoro-3-(trifluoromethyl)-6H-cyclopenta[c]pyrazol-4-one